C(=O)O.FC=1C=2N(C=C(C1)NC(=O)N1CCC=3C1=NC=CC3N3CCNCC3)C=C(N2)C N-(8-fluoro-2-methylimidazo[1,2-a]pyridin-6-yl)-4-(piperazin-1-yl)-2,3-dihydro-1H-pyrrolo[2,3-b]pyridine-1-carboxamide formate